Cl.NC1[C@@H]2CN(C[C@H]12)C=1N=CC(=NC1)C=1C=2N(C=C(C1)OCC)N=CC2C#N 4-(5-((1R,5S,6s)-6-amino-3-azabicyclo[3.1.0]hexan-3-yl)pyrazin-2-yl)-6-ethoxypyrazolo[1,5-a]pyridine-3-carbonitrile hydrochloride